4-(N,N-dimethylamino)n-butoxy benzoate C(C1=CC=CC=C1)(=O)OOCCCCN(C)C